5-methyl-7-{3-[(1-methyl-5-propoxy-1H-pyrazol-3-yl)carbamoyl]azetidin-1-yl}-4-oxo-1-(1,3-thiazol-2-yl)-1,4-dihydro-1,8-naphthyridine-3-carboxylic acid CC1=C2C(C(=CN(C2=NC(=C1)N1CC(C1)C(NC1=NN(C(=C1)OCCC)C)=O)C=1SC=CN1)C(=O)O)=O